N-(4-(4-fluorophenyl)-5-(hydroxymethyl)-6-isopropylpyrimidin-2-yl)-N-methylmethanesulfonamide FC1=CC=C(C=C1)C1=NC(=NC(=C1CO)C(C)C)N(S(=O)(=O)C)C